C1(CC2C(CC1)O2)COC(=O)C2CC1C(CC2)O1 3,4-epoxycyclohexylmethyl-3,4-epoxycyclohexyl-carboxylate